O[C@H]([C@H](C(NCC1=NC=CC=N1)=O)N1C(C2(C1=O)N(CCC2)C(=O)OC(C)(C)C)C)C tert-butyl 2-((2R,3S)-3-hydroxy-1-oxo-1-((pyrimidin-2-ylmethyl) amino) butan-2-yl)-1-methyl-3-oxo-2,5-diazaspiro[3.4]octane-5-carboxylate